C(C)O[C@@H]1C[C@@]2(CC[C@H](C1)N2CC2=C1C=CNC1=C(C=C2OC)C)C2=CC=C(C(=O)O)C=C2 |o1:3,5,8| (±)-Rel-4-((1s,3s,5r)-3-ethoxy-8-((5-methoxy-7-methyl-1H-indol-4-yl)methyl)-8-azabicyclo[3.2.1]oct-1-yl)benzoic acid